3-methoxy-4-[[4-[3-(2-oxo-1-piperidyl)-propylamino]-5-(trifluoromethyl)pyrimidin-2-yl]amino]benzoic acid COC=1C=C(C(=O)O)C=CC1NC1=NC=C(C(=N1)NCCCN1C(CCCC1)=O)C(F)(F)F